CS(=O)(=O)C(C)(C)C1=NC(=NC=2N3[C@@H](COC[C@H]3COC12)C)C1=C2C(=CN=C1NC)NC=C2 {4-[(5R,8aS)-1-(1-methanesulfonyl-1-methyl-ethyl)-5-methyl-5,6,8a,9-tetrahydro-8H-7,10-dioxa-2,4,4b-triazaphenanthren-3-yl]-1H-pyrrolo[2,3-c]pyridin-5-yl}-methylamine